9,9'-([1,1':4',1''-terphenyl]-2',5'-diyl)bis(1H-phenalen-1-one) C1(=CC=CC=C1)C1=C(C=C(C(=C1)C1=CC=C2C=CC=C3C=CC(C1=C32)=O)C3=CC=CC=C3)C3=CC=C2C=CC=C1C=CC(C3=C12)=O